C(C)(=O)O[C@H]1[C@H](O[C@H]([C@@H]1OC(C)=O)COC(C(C)C)=O)N1C(NC(=C2C1=NC(=C2C(N)=O)Br)N)=O (2s,3r,4s,5s)-2-(4-amino-6-bromo-5-carbamoyl-1H-pyrrolo[2,3-d]pyrimidinone-1-yl)-5-(isobutyryloxymethyl)-tetrahydrofuran-3,4-diyl diacetate